C(C1=CC=CC=C1)OC=1C2=C(C=3N(C1C(=O)NCC(=O)OC)N=CN3)SC=C2 methyl 2-(6-(benzyloxy)thieno[2,3-c][1,2,4]triazolo[1,5-a]pyridine-5-carboxamido)-acetate